ethyl (2-oxo-4-(o-tolyl)-2H-chromen-7-yl)carbamate O=C1OC2=CC(=CC=C2C(=C1)C1=C(C=CC=C1)C)NC(OCC)=O